bis(di-tert-butyl-4-dimethylaminophenylphosphine) palladium chloride [Pd](Cl)Cl.C(C)(C)(C)P(C1=CC=C(C=C1)N(C)C)C(C)(C)C.C(C)(C)(C)P(C1=CC=C(C=C1)N(C)C)C(C)(C)C